N-(1-(3,4-dichlorophenyl)-2-(dimethylamino)ethyl)-4-nitro-3-(trifluoromethoxy)benzenesulfonamide ClC=1C=C(C=CC1Cl)C(CN(C)C)NS(=O)(=O)C1=CC(=C(C=C1)[N+](=O)[O-])OC(F)(F)F